[2-(aminomethyl)-3,3-difluoro-allyl]-4-[[3-(1-ethylpyrazol-4-yl)phenyl]methyl]-1,2,4-triazol-3-one trifluoroacetate salt FC(C(=O)O)(F)F.NCC(CC=1N(C(NN1)=O)CC1=CC(=CC=C1)C=1C=NN(C1)CC)=C(F)F